ClC=1N=CC2=C(N(C3=C(C=CC=C23)F)CC2=CC=C(C=C2)C=2N(C=C(N2)C(F)(F)F)C(C)C)N1 2-chloro-8-fluoro-9-(4-(1-isopropyl-4-(trifluoromethyl)-1H-imidazol-2-yl)benzyl)-9H-pyrimido[4,5-b]indole